C(C1=CC=CC=C1)O[C@@H]1C[C@H](C1)C(O)C1=CC(=NC(=C1)Cl)Cl trans-(3-benzyloxycyclobutyl)-(2,6-dichloro-4-pyridinyl)methanol